N1=CC(=CC=C1)C=1OC2=NC=C(C=C2N1)N 2-(pyridin-3-yl)-[1,3]oxazolo[5,4-b]pyridin-6-amine